COC(=O)C1C2C=CC(C1)C2 5-methoxy-carbonyl-bicyclo[2.2.1]hept-2-ene